O1C(=CC=C1)CNC(C)C=CC1=CC=CC=C1 N-(furan-2-ylmethyl)-4-phenylbut-3-en-2-amine